6-(thiazol-2-yl)-1H-pyrazolo[3,4-d]pyrimidin-4(5H)-one S1C(=NC=C1)C=1NC(C2=C(N1)NN=C2)=O